C(C(C)C)C1=CC=C(\C=C(\C=O)/CC)C=C1 (E)-2-(4-isobutylbenzylidene)butyraldehyde